3-(difluoromethyl)-3,4-dihydroquinoxalinone FC(C1C(NC2=CC=CC=C2N1)=O)F